C(C1=CC=CC=C1)(=O)OC(CC=C)CCCCCCCCCC tetradec-1-en-4-yl benzoate